Octen oxid C1C(CCCCCC)O1